7'-Chloro-1',1'-dioxidospiro(cyclopropane-1,4'-pyrido[2,3-b][1,4,5]oxathiazepin) ClC=1C=CC2=C(OC3(C=NS2(=O)=O)CC3)N1